C1(=CC=CC=C1)C1(CCCC1)O 1-phenylcyclopentane-1-ol